3-Pyridylacetic acid HCl salt Cl.N1=CC(=CC=C1)CC(=O)O